4-(2-{[(4aS,7aR)-1-methyl-octahydro-1H-cyclopenta[b]pyridin-4a-yl]methoxy}-8-fluoro-4-(morpholin-4-yl)pyrido[4,3-d]pyrimidin-7-yl)-5-ethynyl-6-fluoronaphthalen-2-ol CN1[C@H]2[C@@](CCC1)(CCC2)COC=2N=C(C1=C(N2)C(=C(N=C1)C1=CC(=CC2=CC=C(C(=C12)C#C)F)O)F)N1CCOCC1